CC1(C(C(C(CC1)C)C)C(=O)O)C 2,2,5,6-tetramethylcyclohexanecarboxylic acid